(5-(2-aminobenzo[d]thiazol-6-yl)-2-methoxypyridin-3-yl)(4-(4-fluorobenzyl)piperidin-1-yl)methanone NC=1SC2=C(N1)C=CC(=C2)C=2C=C(C(=NC2)OC)C(=O)N2CCC(CC2)CC2=CC=C(C=C2)F